2-ethyl 2-(2-chlorophenoxy)-5-hydroxy-8-bromo-1,7-naphthyridine-6-carboxylate ClC1=C(OC2=NC3=C(N=C(C(=C3C=C2)O)C(=O)OCC)Br)C=CC=C1